COS(=O)(=O)[O-].C(CC)[NH+](C)CC(O)O propyl-dihydroxyethyl-methyl-ammonium methyl-sulfate